The molecule is an organophosphate oxoanion obtained by deprotonation of the carboxy, thiocarboxy and phosphate OH groups of pyridinium-3-carboxy-5-thiocarboxylic acid mononucleotide; major species at pH 7.3. It is an organic sulfur anion, an organophosphate oxoanion and a monocarboxylic acid anion. It is a conjugate base of a pyridinium-3-carboxy-5-thiocarboxylic acid mononucleotide. C1=C(C=[N+](C=C1C(=O)[S-])[C@H]2[C@@H]([C@@H]([C@H](O2)COP(=O)([O-])[O-])O)O)C(=O)[O-]